C(CCCCCCCCC)P(OCCCCCCCCCC)([O-])=O.[Nd+3].C(CCCCCCCCC)OP([O-])(=O)CCCCCCCCCC.C(CCCCCCCCC)OP([O-])(=O)CCCCCCCCCC neodymium decyl (decylphosphonate)